N[C@H](C(=O)NC1=C2C=3C(=C4C(=NC3C=C1)C1=CC3=C(C(N1C4)=O)COC([C@]3(O)CC)=O)CCC2)C (S)-2-amino-N-((S)-9-ethyl-9-hydroxy-10,13-dioxo-2,3,9,10,13,15-hexahydro-1H,12H-benzo[de]pyrano[3',4':6,7]indolizino[1,2-b]quinolin-4-yl)propanamide